methyl-propylene CC=CC